C(NC(CCOCC#CCO)=O)NC(CCOCC#CCO)=O N,N'-methylenebis(3-((4-hydroxybut-2-yn-1-yl)oxy)propanamide)